NC1=NC=2C=NC(=CC2C2=C1[C@H](OC2)C)C(=O)N(CC=2N=NC(=CC2)C(F)(F)F)C(C)C (3R)-4-amino-3-methyl-N-(2-propanyl)-N-((6-(trifluoromethyl)-3-pyridazinyl)methyl)-1,3-dihydrofuro[3,4-c][1,7]naphthyridine-8-carboxamide